Sodium lauroyl-tryptophan C(CCCCCCCCCCC)(=O)N[C@@H](CC1=CNC2=CC=CC=C12)C(=O)O.[Na]